N-(2-cyano-4-pyridyl)-2-[(3S,5R)-4,4-difluoro-3,5-dimethyl-1-piperidyl]-5-(tri-fluoromethyl)pyridine-3-carboxamide C(#N)C1=NC=CC(=C1)NC(=O)C=1C(=NC=C(C1)C(F)(F)F)N1C[C@@H](C([C@@H](C1)C)(F)F)C